P(=O)(O)(O)CCCC phosphono-butane